OC=1C=C(C=CC1)NC1=NC(=CC(=N1)C(=O)N1CC2=CC=CC=C2C1)NC(C)(CC(C)(C)C)C (2-((3-Hydroxyphenyl)amino)-6-((2,4,4-trimethylpentan-2-yl)amino)pyrimidin-4-yl)(isoindolin-2-yl)methanone